2-(2-((S)-1-hydroxyethyl)-1H-imidazol-1-yl)but-3-yn-1-ol O[C@@H](C)C=1N(C=CN1)C(CO)C#C